BrC1=C(C=C2C(=C(C(=NC2=C1F)SC)NC(CCl)=O)NC1C2CN(C1C2)C(=O)OC(C)(C)C)I Tert-butyl (endo)-5-((7-bromo-3-(2-chloroacetamido)-8-fluoro-6-iodo-2-(methylthio)quinolin-4-yl)amino)-2-azabicyclo[2.1.1]hexane-2-carboxylate